4-Amino-1-((3aS,4R,6R,6aR)-6-(hydroxymethyl)-2,2-dimethyltetrahydro-4H-cyclopenta-[d][1,3]dioxol-4-yl)-1,3,5-triazin-2(1H)-one NC1=NC(N(C=N1)[C@@H]1C[C@@H]([C@H]2OC(O[C@H]21)(C)C)CO)=O